1-(naphthalen-1-yl)pyrrolidin-2-one C1(=CC=CC2=CC=CC=C12)N1C(CCC1)=O